perfluorooctyl-methyl-dimethoxysilane FC(O[Si](OC(F)(F)F)(C(F)(F)F)C(C(C(C(C(C(C(C(F)(F)F)(F)F)(F)F)(F)F)(F)F)(F)F)(F)F)(F)F)(F)F